FC=1C=CC2=C(NC(=N2)NC(C2=CC=CC=C2)=O)C1 N-(6-fluoro-1H-benzo[d]imidazol-2-yl)benzamide